tert-Butyl N-[2-(3-cyanophenyl)-1-(7-{[2-(dimethylamino)ethyl](methyl)amino}-1,3-benzothiazol-2-yl)ethyl]carbamate C(#N)C=1C=C(C=CC1)CC(C=1SC2=C(N1)C=CC=C2N(C)CCN(C)C)NC(OC(C)(C)C)=O